C(C)(C)(C)NS(=O)(=O)C=1SC(=CC1B(O)O)CC(C)C [2-(tert-butylsulfamoyl)-5-(2-methylpropyl)thiophen-3-yl]boronic acid